pyrrolo[3,2-e]pyrimidine N1C=NC=C2C1=NC=C2